6-(4,4,5,5-tetramethyl-1,3,2-dioxaborolan-2-yl)-1-(2-trimethylsilylethoxymethyl)-3,4-dihydroquinolin-2-one CC1(OB(OC1(C)C)C=1C=C2CCC(N(C2=CC1)COCC[Si](C)(C)C)=O)C